C(C)(C)(C)C=1C=C(C=C(C1OC)C(C)(C)C)P(C1=C(C=O)C=CC=C1)C1=CC(=C(C(=C1)C(C)(C)C)OC)C(C)(C)C 2-[bis(3,5-di-tert-butyl-4-methoxyphenyl)phosphino]benzaldehyde